tetrahydrofuran-3,4-diyl bis(2-morpholinoacetate) O1CCN(CC1)CC(=O)OC1COCC1OC(CN1CCOCC1)=O